[4-Fluoro-3-(7-morpholin-4-yl-quinazolin-4-yl)-phenyl]furo[2,3-d]-pyridazin-7-yl-methanol FC1=C(C=C(C=C1)C(O)C=1N=NC=C2C1OC=C2)C2=NC=NC1=CC(=CC=C21)N2CCOCC2